NC(C)(C)C1=NC(=CC2=C1CN(C2=O)C2=NC(=CC=C2)C2=NN=CN2CC)N(C)C 4-(2-aminopropan-2-yl)-6-(dimethyl-amino)-2-[6-(4-ethyl-4H-1,2,4-triazol-3-yl)pyridin-2-yl]-2,3-dihydro-1H-pyrrolo[3,4-c]pyridin-1-one